trans-N-(4-(5-(6-chloro-3,4-dihydro-2H-benzo[b][1,4]oxazin-2-yl)-1,3,4-oxadiazol-2-yl)cyclohexyl)-2-(4-chloro-3-fluorophenoxy)acetamide ClC1=CC2=C(OC(CN2)C2=NN=C(O2)[C@@H]2CC[C@H](CC2)NC(COC2=CC(=C(C=C2)Cl)F)=O)C=C1